tosyl chloride S(=O)(=O)(C1=CC=C(C)C=C1)Cl